C1(CCCC1)[C@@H](C(=O)N([C@@H](CC(=O)O)C(N1CCCCC1)=O)C)N(C)C(=O)OCC1C2=CC=CC=C2C=2C=CC=CC12 (3S)-3-[[(2S)-2-cyclopentyl-2-[9H-fluoren-9-ylmethoxycarbonyl(methyl)amino]acetyl]-methylamino]-4-oxo-4-piperidin-1-ylbutanoic acid